NC=1C(=NC(=CN1)C1=C(C=CC(=C1)C=1C=NN(C1)CC(C)(C)O)C)C(=O)N[C@@H]1CNC[C@H](C1)F 3-amino-N-((3S,5S)-5-fluoropiperidin-3-yl)-6-(5-(1-(2-hydroxy-2-methylpropyl)-1H-pyrazol-4-yl)-2-methylphenyl)pyrazine-2-carboxamide